C(C)OC(=O)C=1OC2=C(C1C)C=C(C=C2)S(N(CCC2=CC=CC=C2)C2=C(C=CC=C2)N2CCN(CC2)C2=CC=C(C=C2)NC(=O)C)(=O)=O 5-(N-(2-(4-(4-Acetaminophenyl)piperazin-1-yl)phenyl)-N-phenethylsulfamoyl)-3-methylbenzofuran-2-carboxylic acid ethyl ester